NC=1C=C(C(=O)C2=CC(=CC=C2)N)C=CC1 (3,3'-diamino)benzophenone